(R)-N-(3-(1-((6-methoxy-2,8,8-trimethyl-8,9-dihydrofuro[2,3-h]quinazolin-4-yl)amino)ethyl)-5-(trifluoromethyl)phenyl)acetamide COC=1C=C2C(=NC(=NC2=C2C1OC(C2)(C)C)C)N[C@H](C)C=2C=C(C=C(C2)C(F)(F)F)NC(C)=O